2-(methylthio)ethyl (4S)-4-[[[(5S)-3-(3,5-difluorophenyl)-5-methyl-2-oxo-5-oxazolidinyl]carbonyl]amino]-1-cyclopentene-1-carboxylate FC=1C=C(C=C(C1)F)N1C(O[C@](C1)(C)C(=O)N[C@H]1CC=C(C1)C(=O)OCCSC)=O